CCCCCCCCC/C=C\CCCCCCCC(=O)O[C@H](COC(=O)CCCCCCC/C=C\C/C=C\C/C=C\CC)COP(=O)([O-])OCC[N+](C)(C)C 1-(9Z,12Z,15Z-octadecatrienoyl)-2-(9Z-nonadecenoyl)-glycero-3-phosphocholine